6-(4-methylbenzyl)-3-(3-fluorobenzyl)-2,3,4,6-tetrahydropyrido[3,4-c][1,8]naphthyridin-5(1H)-one CC1=CC=C(CN2C(C3=C(C=4C=CC=NC24)CCN(C3)CC3=CC(=CC=C3)F)=O)C=C1